nitrobenzene-2,4-disulfonic acid [N+](=O)([O-])C1=C(C=C(C=C1)S(=O)(=O)O)S(=O)(=O)O